C1(CCCC1)S(=O)(=O)C=1N=CC2=C(N1)CCN(C2=O)CCC(=O)NC(C(=O)N)CC(=O)NC 2-(3-(2-(cyclopentanesulfonyl)-5-oxo-7,8-dihydropyrido[4,3-d]pyrimidin-6(5H)-yl)propionamido)-N4-methylsuccinamide